CC1=CCC2C3CC(C(C12)(C3)C)O 3a,4,5,6,7,7a-hexahydro-3,4-dimethyl-4,7-methano-1H-inden-5-ol